2-fluoro-1-(3-(5-methoxy-3-(4-(trifluoromethyl)phenyl)-1H-pyrazolo[3,4-b]pyridin-1-yl)pyrrolidin-1-yl)prop-2-en-1-one FC(C(=O)N1CC(CC1)N1N=C(C=2C1=NC=C(C2)OC)C2=CC=C(C=C2)C(F)(F)F)=C